FC1=CC(=C(C=C1C=1C=NC(=NC1)N([C@H]1COCC1)C)NC(=O)C1=CNC(C=C1C(F)(F)F)=O)N1C[C@@H](N([C@@H](C1)C)C)C N-[4-fluoro-5-[2-[methyl-[(3R)-oxolan-3-yl]amino]pyrimidin-5-yl]-2-[(3S,5R)-3,4,5-trimethylpiperazin-1-yl]phenyl]-6-oxo-4-(trifluoromethyl)-1H-pyridine-3-carboxamide